C(C(C)(C)C)(=O)O[C@@H]1[C@H](C[C@H](C[C@@H]1OCCC)COC(C)=O)OC(C)=O (1S,2S,4S,6S)-2-acetoxy-4-(acetoxymethyl)-6-propoxycyclohexyl pivalate